CN1C(=CC=C1)CN1CCC2(CC1)CCN(CC2)C=2C=C1C(=C(NC1=CC2)C2=C1C(=NC=C2)NC=C1)C 3-((1-methyl-1H-pyrrol-2-yl)methyl)-9-(3-methyl-2-(1H-pyrrolo[2,3-b]pyridin-4-yl)-1H-indol-5-yl)-3,9-diazaspiro[5.5]undecane